1-(difluoromethyl)pyrazole-3-carboxamide FC(N1N=C(C=C1)C(=O)N)F